CCNNC(CC#N)=O N-(2-ethylamino)-2-cyanoacetamide